The molecule is a branched beta-D-glucan that consists of a beta-1,3-linked nonaglucan backbone with a beta-1,3-glucodiaose branch at the 6-O-position of the nonaglucan central sugar unit. C([C@@H]1[C@H]([C@@H]([C@H]([C@@H](O1)O)O)O[C@H]2[C@@H]([C@H]([C@@H]([C@H](O2)CO)O)O[C@H]3[C@@H]([C@H]([C@@H]([C@H](O3)CO)O)O[C@H]4[C@@H]([C@H]([C@@H]([C@H](O4)CO)O)O[C@H]5[C@@H]([C@H]([C@@H]([C@H](O5)CO[C@H]6[C@@H]([C@H]([C@@H]([C@H](O6)CO)O)O[C@H]7[C@@H]([C@H]([C@@H]([C@H](O7)CO)O)O)O)O)O)O[C@H]8[C@@H]([C@H]([C@@H]([C@H](O8)CO)O)O[C@H]9[C@@H]([C@H]([C@@H]([C@H](O9)CO)O)O[C@H]1[C@@H]([C@H]([C@@H]([C@H](O1)CO)O)O[C@H]1[C@@H]([C@H]([C@@H]([C@H](O1)CO)O)O)O)O)O)O)O)O)O)O)O)O